FC=1OC2=C(C1)C1=C(C=C2OC([2H])([2H])[2H])SC(=C1)C(C[C@@H](C(=O)O)C)=O (S)-4-(2-fluoro-4-(methoxy-d3)thieno[3,2-e]benzofuran-7-yl)-2-methyl-4-oxobutanoic acid